C1(=CC=C(C=C1)C1=C2C(=NO1)C=CC(=C2)C(=O)NO)C2=CC=CC=C2 3-([1,1'-biphenyl]-4-yl)-N-hydroxybenzo[c]isoxazole-5-carboxamide